FC1=C2C(N(C(=NC2=CC=C1)[C@H](CC)NC1=C2N=CNC2=NC=N1)C1=CC=CC=C1)=O 5-fluoro-3-phenyl-2-[(1S)-1-(9H-purin-6-ylamino)propyl]quinazolin-4(3H)-one